3,4-bis(cyclopentyloxy)cyclobut-3-ene-1,2-dione C1(CCCC1)OC=1C(C(C1OC1CCCC1)=O)=O